(S)-4-(2-amino-3-(4-(4-methyl-2-oxopiperazin-1-yl)phenyl)propionamido)benzoic acid N[C@H](C(=O)NC1=CC=C(C(=O)O)C=C1)CC1=CC=C(C=C1)N1C(CN(CC1)C)=O